CC1=NC=CC(=C1)C1CN(C1)[C@@H]1[C@H](CCCC1)OC=1C=C2CN(C(C2=CC1)=O)C1C(NC(CC1)=O)=O 3-(5-(((1S,2S)-2-(3-(2-methylpyridin-4-yl)azetidin-1-yl)cyclohexyl)oxy)-1-oxoisoindolin-2-yl)piperidine-2,6-dione